methyl (1R,4R)-4-methyl-cyclohexane-1-carboxylate CC1CCC(CC1)C(=O)OC